C(C)(C)(C)C=1C(C(C=C(C1)C(C)(C)C)=O)=O 3,5-di-tertiary butyl-o-benzoquinone